(diphenyltriazineyl)(dibenzothiophenyl)terphenyl C1(=CC=CC=C1)C1=C(C(=NN=N1)C=1C(=C(C=CC1)C=1C(=CC=CC1)C1=CC=CC=C1)C1=CC=CC=2SC3=C(C21)C=CC=C3)C3=CC=CC=C3